FC1=CC(=C(C=C1F)[C@H]1[C@@H](O[C@]([C@H]1C)(C(F)(F)F)C)C(=O)O)OC([2H])([2H])[2H] (2R,3S,4S,5R)-3-[4,5-difluoro-2-(2H3)methoxyphenyl]-4,5-dimethyl-5-(trifluoromethyl)oxolane-2-carboxylic acid